P(=O)(O)(O)OCC([C@H]([C@@H](C(C)=O)O)O)=O 1-deoxy-D-threo-hexo-2,5-diulose 6-phosphate